IC1=CC(=C(C(=O)NC2=CC=C3C(=N2)N(N=N3)CCC)C=C1)N1CCC3(CC3)CC1 4-iodo-N-(3-propyl-3H-[1,2,3]triazolo[4,5-b]pyridin-5-yl)-2-(6-azaspiro[2.5]oct-6-yl)benzamide